C(C)(C)(C)N1N=NC(=C1)C(=O)NCC1=C(C=C(C=C1)C1=C(C=NC=C1)N1CC2CNC(C1)C2)C 1-tert-butyl-N-[[4-[3-(3,6-diazabicyclo[3.2.1]octan-3-yl)-4-pyridyl]-2-methyl-phenyl]methyl]triazole-4-carboxamide